3-({[(3e)-1-(6-methylpyridin-3-yl)piperidin-3-yl][(2-methylpyridin-4-yl)methyl]amino}methyl)-1,4-dihydroquinolin-4-one CC1=CC=C(C=N1)N1CC(CCC1)N(CC1=CC(=NC=C1)C)CC1=CNC2=CC=CC=C2C1=O